FC1=C(C=CC(=C1C1=C2CCC(N2)=C(C2=CC=C(C(=C3CCC(=C(C4=CC=C1N4)C4=C(C(=CC=C4F)S(NC)(=O)=O)F)N3)C3=C(C(=CC=C3F)S(NC)(=O)=O)F)N2)C2=C(C(=CC=C2F)S(NC)(=O)=O)F)F)S(=O)(=O)NC 2,4-difluoro-N-methyl-3-[10,15,20-tris[2,6-difluoro-3-(methylsulfamoyl)phenyl]-2,3,12,13,22,24-hexahydroporphyrin-5-yl]benzenesulfonamide